N-[(1R,2R)-2-aminocyclohexyl]-3-{2-[(3,5-dimethylphenyl)amino]pyrimidin-4-yl}-1-methyl-1H-pyrazole-5-carboxamide hydrochloride Cl.N[C@H]1[C@@H](CCCC1)NC(=O)C1=CC(=NN1C)C1=NC(=NC=C1)NC1=CC(=CC(=C1)C)C